3,4-di-sec-butylfuran C(C)(CC)C1=COC=C1C(C)CC